1,4-benzendimethanol tert-butyl-N-[(2S)-1-(3-bromo-2-chlorophenoxy)-4-carbamoylbutan-2-yl]carbamate C(C)(C)(C)N(C(=O)OCC1=CC=C(C=C1)CO)[C@H](COC1=C(C(=CC=C1)Br)Cl)CCC(N)=O